N1C(=NCC1)S(=O)(=O)O 4,5-dihydro-1H-imidazole-2-sulfonic acid